O=C1C=C(C=CC1=O)C(=C1NC(=CC2=CC(=C(C=C12)O)O)C(=O)O)O 1-[(3,4-dioxocyclohexa-1,5-dien-1-yl)-hydroxymethylidene]-6,7-dihydroxy-2H-isoquinoline-3-carboxylic acid